C=C(C(=O)OC1=CC=C(C=C1)C[C@@H](C(=O)OC(C)C)NC([C@H](C(C)C)NC(=O)OC(C)(C)C)=O)CC(=O)OC 1-(4-((S)-2-((S)-2-((tert-Butoxycarbonyl) amino)-3-methylbutanoylamino)-3-isopropoxy-3-oxopropyl) phenyl) 4-methyl 2-methylenesuccinate